(1S,2R,4R)-4-((4-(2-hydroxy-4-(trifluoromethyl)phenyl)phthalazin-1-yl)amino)cyclohexane-1,2-diol OC1=C(C=CC(=C1)C(F)(F)F)C1=NN=C(C2=CC=CC=C12)N[C@H]1C[C@H]([C@H](CC1)O)O